FC1=NC(=CC(=C1)C=1C=CC(=C(C1)O)C=1N=NC(=CC1)N(C)C1C[C@]2(CC[C@@](C1)(N2)C)C)F 5-(2,6-difluoropyridin-4-yl)-2-(6-(((1R,3s,5S)-1,5-dimethyl-8-azabicyclo[3.2.1]octan-3-yl)(methyl)amino)pyridazin-3-yl)phenol